C(C)OP(=O)(OCC)[O-].C(C)[P+](CCCC)(CCCC)CCCC Ethyltributylphosphonium diethylphosphat